Methyl (S)-2-fluoro-4-(1-(6-(trifluoromethyl)-1-(4-(trifluoromethyl)benzyl)-2,3-dihydro-1H-imidazo[1,2-b]pyrazole-7-carboxamido)ethyl)benzoate FC1=C(C(=O)OC)C=CC(=C1)[C@H](C)NC(=O)C1=C2N(N=C1C(F)(F)F)CCN2CC2=CC=C(C=C2)C(F)(F)F